1-butyl-1-methylpiperidinium methanesulfonate CS(=O)(=O)[O-].C(CCC)[N+]1(CCCCC1)C